COC(=O)C1CCC(CC1)N(C)CC=1C(=NC(=CC1)C1=C(C(=CC=C1)Br)Cl)OC.[N+](=O)([O-])C1=CC=C(C(=O)C=2C(OC3=CC=CC=C3C2)=O)C=C1 3-(p-nitrobenzoyl)coumarin Methyl-(1r,4r)-4-(((6-(3-bromo-2-chlorophenyl)-2-methoxypyridin-3-yl)methyl)(methyl)amino)cyclohexane-1-carboxylate